(3S,4R,5R,6S)-1-{6-[(3,4-difluorobenzyl)oxy]-5-fluorohexyl}-3,4,5,6-azepanetetrol FC=1C=C(COCC(CCCCN2C[C@@H]([C@H]([C@@H]([C@H](C2)O)O)O)O)F)C=CC1F